N1N=C(C=C1)C=1C=C(C=CC1)B(O)O 3-(1H-pyrazol-3-yl)phenylboronic acid